5-[(3R,5S)-3,5-dimethylpiperazin-1-yl]-N-{8-fluoro-2-methylimidazo[1,2-a]pyridin-6-yl}-2-methylquinoline-8-carboxamide C[C@@H]1CN(C[C@@H](N1)C)C1=C2C=CC(=NC2=C(C=C1)C(=O)NC=1C=C(C=2N(C1)C=C(N2)C)F)C